(E)-3-((2-(2-morpholino-9-(2-oxo-2-(pyridin-2-yl)ethyl)-9H-purin-6-yl)hydrazinylidene)methyl)benzonitrile O1CCN(CC1)C1=NC(=C2N=CN(C2=N1)CC(C1=NC=CC=C1)=O)N\N=C\C=1C=C(C#N)C=CC1